1,3-divinyl-cyclobutane C(=C)C1CC(C1)C=C